4-bromo-5-(methanesulfonyl)-3-(trifluoromethyl)-1H-indazole BrC1=C2C(=NNC2=CC=C1S(=O)(=O)C)C(F)(F)F